CC1=C(C(=O)O)C=CC(=C1C)OC(C)=O 2,3-dimethyl-4-acetoxybenzoic acid